(R)-4-(1-aminoethyl)piperidine-1-carboxylic acid tert-butyl ester C(C)(C)(C)OC(=O)N1CCC(CC1)[C@@H](C)N